C(C)C=1N=C(NC1CC)C=O 4,5-DIETHYL-1H-IMIDAZOLE-2-CARBALDEHYDE